N-(3-(1-(4-chlorophenyl)ethyl)-5-(6-methyl-7-oxo-6,7-dihydro-1H-pyrrolo[2,3-c]pyridin-4-yl)-3H-imidazo[4,5-b]pyridin-7-yl)ethanesulfonamide ClC1=CC=C(C=C1)C(C)N1C=NC=2C1=NC(=CC2NS(=O)(=O)CC)C=2C1=C(C(N(C2)C)=O)NC=C1